C(C)(C)(C)NC(CN1CC(CCC1)C=O)=O N-TERT-BUTYL-2-(3-FORMYLPIPERIDIN-1-YL)ACETAMIDE